4-methyl-N-[1-methyl-3-(propan-2-yl)-1H-1,2,4-triazol-5-yl]-3-[2-(pyridin-3-yl)ethynyl]benzamide CC1=C(C=C(C(=O)NC2=NC(=NN2C)C(C)C)C=C1)C#CC=1C=NC=CC1